sodium 4-vinylbenzenesulphonate C(=C)C1=CC=C(C=C1)S(=O)(=O)[O-].[Na+]